(S)-(4-((3-oxo-7-(trifluoromethyl)isoindolin-5-yl)methyl)morpholin-2-yl)methyl methanesulfonate CS(=O)(=O)OC[C@@H]1CN(CCO1)CC=1C=C2C(NCC2=C(C1)C(F)(F)F)=O